C(CC(=O)O)C(=O)O 1,2-ethanedicarboxylic acid